N-({1-[(Dimethylamino)methyl]-3-hydroxycyclobutyl}methyl)-4H,5H,6H,7H,8H,9H-cycloocta[b]thiophene-2-carboxamide CN(C)CC1(CC(C1)O)CNC(=O)C1=CC2=C(S1)CCCCCC2